tert-butyl (4-(1-fluorocyclopropyl)phenyl)carbamate FC1(CC1)C1=CC=C(C=C1)NC(OC(C)(C)C)=O